CC1(C(C(=C2N1C1=CC=C(C=C1C=C2)C(=O)OC)S(=O)(=O)C2=CC=C(C)C=C2)=O)C methyl 1,1-dimethyl-2-oxo-3-tosyl-1,2-dihydropyrrolo[1,2-a]quinoline-7-carboxylate